3-({[7-(2,3-dihydro-1H-indol-1-yl)-3,4-dihydro-2H-1-benzopyran-4-yl]methyl}amino)pyridine-4-carboxylic acid N1(CCC2=CC=CC=C12)C1=CC2=C(C(CCO2)CNC=2C=NC=CC2C(=O)O)C=C1